CC(CO)(CCCO)O 2-methyl-pentane-1,2,5-triol